CS(=O)(=O)N1CCN(CC1)C=1C=CC=C2C=NC(=NC12)NC1CCN(CC1)S(=O)(=O)C 8-(4-(methylsulfonyl)piperazin-1-yl)-N-(1-(methylsulfonyl)piperidin-4-yl)quinazolin-2-amine